C(C)(C)NC(OC1CN(CC1(F)F)C=1C2=C(N=CN1)OC(=C2)C=2C(=NC(=NC2)OC)OC)=O [1-[6-(2,4-Dimethoxypyrimidin-5-yl)furo[2,3-d]pyrimidin-4-yl]-4,4-difluoro-pyrrolidin-3-yl] N-isopropylcarbamate